TRIS(TRIMETHYLSILOXY)SILYLNORBORNENEN C[Si](O[Si](O[Si](C)(C)C)(O[Si](C)(C)C)C1=C2CCC(=C1)C2)(C)C